C(C)OC(C(OC1=CC=C(C2=C1N=C(O2)N2CC1N(C(C2)C1)C(=O)OC(C)(C)C)C1=NN(C=C1)C)(F)F)=O tert-Butyl 3-(4-(2-ethoxy-1,1-difluoro-2-oxoethoxy)-7-(1-methyl-1H-pyrazol-3-yl)benzo[d]oxazol-2-yl)-3,6-diazabicyclo[3.1.1]heptane-6-carboxylate